ClC=1C(=CC(N2CCCC12)=O)S(=O)(=O)N[C@@H](C(F)(F)F)C1=CC=C(C=C1)Cl (R)-8-chloro-N-(1-(4-chlorophenyl)-2,2,2-trifluoroethyl)-5-oxo-1,2,3,5-tetrahydroindolizine-7-sulfonamide